BrC1=NC=C(C(=C1Cl)N)C 2-bromo-3-chloro-5-methylpyridin-4-amine